C(C)(=O)N1CC2N(C(C(CC2C1)C(=O)NC1=CC(=C(C=C1)C)C(F)(F)F)C1=CC=C(C=C1)NC1CCCC1)C(C1=C(C=CC=C1C)F)=O 6-acetyl-2-[4-(cyclopentylamino)phenyl]-1-(2-fluoro-6-methyl-benzoyl)-N-[4-methyl-3-(trifluoromethyl)phenyl]-3,4,4a,5,7,7a-hexahydro-2H-pyrrolo[3,4-b]pyridine-3-carboxamide